2-benzoyl-5,5-dimethylcyclohexane-1,3-dione C(C1=CC=CC=C1)(=O)C1C(CC(CC1=O)(C)C)=O